tert-butyl-[2-(6-chloro-3-pyridinyl)ethoxy]-dimethylsilane C(C)(C)(C)[Si](C)(C)OCCC=1C=NC(=CC1)Cl